FC(C1=CC=CC(=N1)N1CCN(CC1)C(=O)C1NC2=CC=C(C=C2C1)C#N)(F)F 2-(4-(6-(trifluoromethyl)pyridin-2-yl)piperazine-1-carbonyl)-5-cyanoindoline